C(CC)C=1N=CC2=CC(=C(C=C2C1)O)C=1N=NC(=CC1)OC1CC(NC(C1)(C)C)(C)C 3-propyl-7-(6-((2,2,6,6-tetramethylpiperidin-4-yl)oxy)-pyridazin-3-yl)isoquinolin-6-ol